5-Amino-N-{3-[(tert-butyldiphenylsilyl)oxy]propyl}-2-(4-methylpiperazin-1-yl)benzamide NC=1C=CC(=C(C(=O)NCCCO[Si](C2=CC=CC=C2)(C2=CC=CC=C2)C(C)(C)C)C1)N1CCN(CC1)C